((6-chloro-5-(hydroxymethyl)-2-(methylthio)pyrimidin-4-yl)methyl)-2,3-dihydro-1H-inden-1-ol ClC1=C(C(=NC(=N1)SC)CC1(CCC2=CC=CC=C12)O)CO